8-bromo-N-(3-pyridyl)-[1,2,4]triazolo[1,5-a]pyridin-2-amine BrC=1C=2N(C=CC1)N=C(N2)NC=2C=NC=CC2